methyl (2S,3R)-3-(4-acetyl-3-hydroxyphenyl)-3-cyclopropyl-2-methylpropanoate C(C)(=O)C1=C(C=C(C=C1)[C@@H]([C@@H](C(=O)OC)C)C1CC1)O